O[C@H](COC=1C=C(C=CC1)S(=O)(=O)NC)CNC1COC2(C1)CCN(CC2)S(=O)(=O)C2=C(C=CC1=NON=C12)C 3-((2S)-2-hydroxy-3-(8-(5-methylbenzo[c][1,2,5]oxadiazol-4-ylsulfonyl)-1-oxa-8-azaspiro[4.5]decan-3-ylamino)propoxy)-N-methylbenzenesulfonamide